ClC=1C=C(C(=NC1)C)S(=O)(=O)NC1=C(C(=C(C=C1)F)C=1C=CC=2N(C1F)C=NC2C=2NC=CN2)F 5-chloro-N-[2,4-difluoro-3-[5-fluoro-1-(1H-imidazol-2-yl)imidazo[1,5-a]pyridine-6-yl]phenyl]-2-methylpyridine-3-sulfonamide